5-(tert-butyl)-4,5-dihydro-oxazole C(C)(C)(C)C1CN=CO1